BrC1=CC=C2C(=N1)C(=CO2)CC(=O)OC methyl 2-(5-bromofuro[3,2-b]pyridin-3-yl)acetate